ClC1=C(C=C(C=C1)Cl)N1CCN(CC1)C(=O)C1=CC=2CS(C=3C=CC=CC3C2S1)(=O)=O (4-(2,5-dichlorophenyl)piperazin-1-yl)(5,5-dioxido-4H-thieno[3,2-c]thiochromen-2-yl)methanone